O1CCCC=C1C1=CC2=C(C(N(C2)C2C(NC(CC2)=O)=O)=O)S1 3-(2-(3,4-Dihydro-2H-pyran-6-yl)-6-oxo-4,6-dihydro-5H-thieno[2,3-c]pyrrol-5-yl)piperidine-2,6-dione